(2-((2-bromo-5-fluorobenzyl)oxy)ethyl)-carbamic acid tert-butyl ester C(C)(C)(C)OC(NCCOCC1=C(C=CC(=C1)F)Br)=O